C(C=C)(=O)NN[C@@H](CC(C)C)C(=O)O N-AcrylamidoLeucine